4-amino-3-chloro-6-(4-chloro-2-fluoro-3-methoxyphenyl)-2-picolinate NC1=C(C(=NC(=C1)C1=C(C(=C(C=C1)Cl)OC)F)C(=O)[O-])Cl